[5-[(1R)-1-[(2S,4R)-4-hydroxy-2-[[(1S)-1-[4-(4-methylthiazol-5-yl)phenyl]ethyl]carbamoyl]pyrrolidine-1-carbonyl]-2-methyl-propyl]isoxazol-3-yl]piperazine-1-carboxylate O[C@@H]1C[C@H](N(C1)C(=O)[C@H](C(C)C)C1=CC(=NO1)OC(=O)N1CCNCC1)C(N[C@@H](C)C1=CC=C(C=C1)C1=C(N=CS1)C)=O